2-(6-((8-(heptadecan-9-yloxy)-8-oxooctyl)(2-hydroxyethyl)amino)hexyl)malonate CCCCCCCCC(CCCCCCCC)OC(CCCCCCCN(CCCCCCC(C(=O)[O-])C(=O)[O-])CCO)=O